O=C1NC=C(C(N1)=O)C=1C=C(C=2N(N1)C=CN2)N2CC(C(C2)(F)F)NC(OCC(F)F)=O 2,2-difluoroethyl (1-(6-(2,4-dioxo-1,2,3,4-tetrahydropyrimidin-5-yl)imidazo[1,2-b]pyridazin-8-yl)-4,4-difluoropyrrolidin-3-yl)carbamate